C(C)OC=1C=C(C=C(C1F)F)B(O)O (3-Ethoxy-4,5-difluorophenyl)boronic acid